1-amino-3-bromo-5-methoxypyridine bisulfate S(O)(O)(=O)=O.NN1CC(=CC(=C1)OC)Br